C(C)(C)(C)OC(=O)N(CCCCCC(=O)O)C 6-((tert-butoxycarbonyl)(methyl)amino)hexanoic acid